(N-formyl-1-aminomethyl)(methyl)(diethoxy)silane C(=O)NC[Si](OCC)(OCC)C